1-(2,4-Dichloro-phenyl)-4-methyl-5-[4-(4-nitrooxy-but-1-ynyl)-phenyl]-1H-pyrazole-3-carboxylic acid piperidin-1-ylamide N1(CCCCC1)NC(=O)C1=NN(C(=C1C)C1=CC=C(C=C1)C#CCCO[N+](=O)[O-])C1=C(C=C(C=C1)Cl)Cl